(6aR,10aR)-6,6-dimethyl-9-(methyl-d3)-3-pentyl-6a,7,8,10a-tetrahydro-6H-benzo[c]chromen-1-ol CC1(OC=2C=C(C=C(C2[C@H]2[C@H]1CCC(=C2)C([2H])([2H])[2H])O)CCCCC)C